C(C=C)(=O)N1[C@H](CN(CC1)C1=NC(=NC=2C[C@@H](CCC12)N1CCCC2=CC=C(C=C12)F)N1CC(C1)(C)N(C)C)CC#N 2-((S)-1-Acryloyl-4-((R)-2-(3-(dimethylamino)-3-methylazetidin-1-yl)-7-(7-fluoro-3,4-dihydroquinolin-1(2H)-yl)-5,6,7,8-tetrahydroquinazolin-4-yl)piperazin-2-yl)acetonitrile